tert-Butyl (2-((4-(2-(3-chloro-4-(2-chloroethoxy)-5-cyanophenyl)propan-2-yl) phenoxy)methyl)thiazol-4-yl)carbamate ClC=1C=C(C=C(C1OCCCl)C#N)C(C)(C)C1=CC=C(OCC=2SC=C(N2)NC(OC(C)(C)C)=O)C=C1